cis-1-[5-[3-cis-(trifluoromethoxy)cyclobutyl]-1,3,4-oxadiazol-2-yl]bicyclo[1.1.1]pentan-3-amine HCl salt Cl.FC(OC1(CCC1)C1=NN=C(O1)[C@@]12C[C@@](C1)(C2)N)(F)F